FC=1C=C(C=CC1OC1=C2C(=NC=C1)NN=C2N[C@@H](CO)C)NC(=O)C=2C(N(C(N(C2)C(C)C)=O)C2=CC=C(C=C2)F)=O (R)-N-(3-fluoro-4-((3-((1-hydroxypropan-2-yl)amino)-1H-pyrazolo[3,4-b]pyridin-4-yl)oxy)phenyl)-3-(4-fluorophenyl)-1-isopropyl-2,4-dioxo-1,2,3,4-tetrahydropyrimidine-5-carboxamide